FC=1C(=CC2=C(N(C(=N2)C2=CC=C(C=C2)S(=O)(=O)C)C)C1)C1CCN(CC1)C1CC2CCC(C1)N2CCOC 6-fluoro-5-(1-(8-(2-methoxyethyl)-8-azabicyclo[3.2.1]oct-3-yl)piperidin-4-yl)-1-methyl-2-(4-(methylsulfonyl)phenyl)-1H-benzo[d]imidazole